O1CCN(CC1)C(CCCC(=O)O)=O 5-morpholino-5-oxopentanoic acid